chlorotrimethylsilane cyanide [C-]#N.Cl[Si](C)(C)C